BrC=1C=NN2C1N=C(N=C2NCC2=CC=C(C=C2)NC(C)=O)N2[C@@H](CCCC2)CCO (S)-N-(4-(((8-bromo-2-(2-(2-hydroxyethyl)piperidin-1-yl)pyrazolo[1,5-a][1,3,5]triazin-4-yl)amino)methyl)phenyl)acetamide